(E)-2-(2-tolyl)-2-methoxyiminoacetic acid methyl ester COC(/C(=N/OC)/C1=C(C=CC=C1)C)=O